C(C1=CC=CC=C1)(=O)O[C@@H]1[C@@]23[C@@H](N(C1=O)C1=CC=C(C=C1)NC(C)=O)OC([C@]21[C@H](C[C@@]3(O)C(C)(C)C)OC(C1)=O)=O (3aS,5aS,8R,8aS,9R,10aS)-6-(4-acetamidophenyl)-9-(tert-butyl)-9-hydroxy-2,4,7-trioxooctahydro-4H,9H-furo[3'',2'':2',3']cyclopenta[1',2':3,4]furo[2,3-b]pyrrol-8-yl benzoate